methyl 2-(5-chloro-2,3-bis(isobutyryl-oxy)benzylideneamino)-3-methylbutanoate ClC=1C=C(C(=C(C=NC(C(=O)OC)C(C)C)C1)OC(C(C)C)=O)OC(C(C)C)=O